[Fe].B(O)(O)O boric acid iron